[Cl-].[Cl-].C1(=CC=CC=C1)N1C=CC(C=C1)=C1C=CN(C=C1)C1=CC=CC=C1 1,1'-diphenyl-4,4'-bipyridine dichloride